NC1(CCN(CC1)CC1=CC=2C(=CN=C(C2C2=CC(=C(C#N)C=C2)F)C2=CC(=C(C=C2)OC)F)N1C)C 4-(2-((4-Amino-4-methylpiperidin-1-yl)methyl)-5-(3-fluoro-4-methoxyphenyl)-1-methyl-1H-pyrrolo[2,3-c]pyridin-4-yl)-2-fluorobenzonitrile